[3-fluoro-5-(1,1,2,2,3,3,3-heptafluoropropyl)-2-pyridyl]-2-[1-[(1-methylpyrazol-4-yl)methyl]tetrazol-5-yl]sulfanyl-5-nitro-benzamide FC=1C(=NC=C(C1)C(C(C(F)(F)F)(F)F)(F)F)C=1C(=C(C(=O)N)C=C(C1)[N+](=O)[O-])SC1=NN=NN1CC=1C=NN(C1)C